BrC=1C=NN2C1C(N(CC2)C2=C(C=C(C=C2)C2=NC1=CC=C(C=C1C=N2)C(F)(F)F)C)=O 3-bromo-5-(2-methyl-4-(6-(trifluoro-methyl)quinazolin-2-yl)phenyl)-6,7-dihydropyrazolo[1,5-a]pyrazin-4(5H)-one